1,10-diiodoperfluorodecane IC(C(C(C(C(C(C(C(C(C(I)(F)F)(F)F)(F)F)(F)F)(F)F)(F)F)(F)F)(F)F)(F)F)(F)F